C(CCCCCCCCCCC)OCC(O)COCCCCCCCCCCCC 1,3-didodecyl-glycerol